Tert-butyl piperidine-1-carboxylate N1(CCCCC1)C(=O)OC(C)(C)C